3-(((R)-7-((2S,4R)-2-(3-Fluorophenyl)-4-(methylamino)piperidine-1-carbonyl)-7-azaspiro[4.5]decan-10-yl)methyl)-6-(2-methoxyphenyl)pyrimidin-4(3H)-one FC=1C=C(C=CC1)[C@H]1N(CC[C@H](C1)NC)C(=O)N1CC2(CCCC2)[C@@H](CC1)CN1C=NC(=CC1=O)C1=C(C=CC=C1)OC